C(C)(C)(C)N(C(O)=O)CCCC[C@@H](C)N1C(=NC2=C1C(=C(C=C2)Cl)C(N(C)C)=O)N.N2C(CCCC2)N2CCNCC2 1-(2-piperidinyl)piperazine tert-butyl-(R)-(5-(2-amino-6-chloro-7-(dimethyl-carbamoyl)-1H-benzo[d]imidazol-1-yl)hexyl)carbamate